ClC=1C(=C2C=NNC2=CC1C)C=1C(=NN(C1C)C1CC2(CN(C2)C(C=C)=O)C1)C=1C=C2C=NN(C2=CC1)CCN1C[C@H](CC1)F (S)-1-(6-(4-(5-Chloro-6-methyl-1H-indazol-4-yl)-3-(1-(2-(3-fluoropyrrolidin-1-yl)ethyl)-1H-indazol-5-yl)-5-methyl-1H-pyrazol-1-yl)-2-azaspiro[3.3]heptan-2-yl)prop-2-en-1-on